4-[2-[(1-methylethyl)amino]-8-[(2,4,6-trifluorophenyl)amino]-9H-purin-9-yl]-cis-cyclohexanecarboxamide CC(C)NC1=NC=C2N=C(N(C2=N1)[C@H]1CC[C@H](CC1)C(=O)N)NC1=C(C=C(C=C1F)F)F